[N+](=O)([O-])C=1C=C(CSC2=C3N=CNC3=NC=N2)C=CC1 6-((3-Nitrobenzyl)thio)-9H-purin